C1(=CC=CC=C1)C(C)C=1C2=C(N=CN1)N(C(=C2)C2=CC=C(C=C2)CO)COCC[Si](C)(C)C (4-(4-(1-phenylethyl)-7-((2-(trimethylsilyl)ethoxy)methyl)-7H-pyrrolo[2,3-d]pyrimidin-6-yl)phenyl)methanol